(2-chloro-4-(1-cyclopropyl-1H-1,2,4-triazol-5-yl)phenyl)((3R,3'R)-3'-hydroxy-1,4-dihydro-2H-spiro[isoquinoline-3,4'-piperidin]-1'-yl)methanone ClC1=C(C=CC(=C1)C1=NC=NN1C1CC1)C(=O)N1C[C@H]([C@@]2(CC1)NCC1=CC=CC=C1C2)O